CC=1C=2N(C=CC1)N=C(C2)[C@H]2N(CCC1=C2N=CN1)C(=O)C=1C=NN2C1C=CC(=C2)C2=NC=CC=C2 (S)-(4-(4-methylpyrazolo[1,5-a]pyridin-2-yl)-6,7-dihydro-1H-imidazo[4,5-c]pyridin-5(4H)-yl)(6-(pyridin-2-yl)pyrazolo[1,5-a]pyridin-3-yl)methanone